o-methoxyhydroquinone COC1=C(O)C=CC(=C1)O